C1(CC1)CN1C(=CC2=CC=CC=C12)C1=NC2=C(N1CC1CN(C1)C(=O)C1=CC(=NC=C1)C)C(=CC(=C2)C(=O)N2C1CCC(C2)[C@H]1N)OC (7R)-2-{2-[1-(cyclopropylmethyl)-1H-indol-2-yl]-7-methoxy-1-{[1-(2-methylpyridine-4-carbonyl)azetidin-3-yl]methyl}-1H-1,3-benzodiazole-5-carbonyl}-2-azabicyclo[2.2.1]heptan-7-amine